C(C1=CC=CC=C1)OC1=C(N=C(C2=CC(=CC=C12)C(F)(F)F)NC(=S)NC(=O)OCC)C(=O)OC methyl 4-(benzyloxy)-1-(3-(ethoxycarbonyl)thioureido)-7-(trifluoromethyl)isoquinoline-3-carboxylate